OC=1C(NC(N([C@H]2C[C@H](O)[C@@H](CO)O2)C1)=O)=O 5-Hydroxy-2'-deoxyuridine